[N-](S(=O)(=O)C(F)(F)F)S(=O)(=O)C(F)(F)F.C[N+]1(CCCCC1)CCCC 1-methyl-1-butylpiperidinium bis(trifluoromethylsulfonyl)imide